COC(=O)C1=CC2=C(N(C(=N2)C=2N3C(C(NC=4C=CC=C(C2)C34)=O)C3CCC3)C)C(=C1)F 2-(11-cyclobutyl-10-oxo-1,9-diazatricyclo[6.3.1.04,12]dodeca-2,4,6,8(12)-tetraen-2-yl)-7-fluoro-1-methyl-benzimidazole-5-carboxylic acid methyl ester